ClC=1C(=NC=CC1NC1=CC=2C3=C(C(N(C2C=C1)C)=O)OCC([C@@H](N3)C3CC3)(F)F)F (S)-10-((3-Chloro-2-fluoropyridin-4-yl)amino)-2-cyclopropyl-3,3-difluoro-7-methyl-1,2,3,4-tetrahydro-[1,4]oxazepino[2,3-c]chinolin-6(7H)-on